di-tert-butyl (2R,4R)-4-((6-chloro-3-fluoro-4-(methylsulfonyl) pyridin-2-yl) methyl)-2-methylpiperidine-1,4-dicarboxylate ClC1=CC(=C(C(=N1)C[C@@]1(C[C@H](N(CC1)C(=O)OC(C)(C)C)C)C(=O)OC(C)(C)C)F)S(=O)(=O)C